NCCNCS(=O)(=O)O 1-[(2-aminoethyl)amino]-methanesulfonic acid